((3bR,4aR)-1-(2-(4-(3-Chloro-2-methylphenyl)piperazin-1-yl)ethyl)-3b,4,4a,5-tetrahydro-1H-cyclopropa[3,4]cyclopenta[1,2-c]pyrazol-3-yl)(4-hydroxypiperidin-1-yl)methanon ClC=1C(=C(C=CC1)N1CCN(CC1)CCN1N=C(C2=C1C[C@@H]1[C@H]2C1)C(=O)N1CCC(CC1)O)C